O1[C@H](CC1)C(=O)N1CC2(CC2)[C@@H]([C@@H]1CC=1C(=C(C=C(C1)F)C1=CC(=CC=C1)F)F)NS(=O)(=O)CC N-((6S,7S)-5-((R)-oxetane-2-carbonyl)-6-((2,3',5-trifluoro-[1,1'-biphenyl]-3-yl)methyl)-5-azaspiro[2.4]heptan-7-yl)ethanesulfonamide